2-(azepan-1-yl)-N-(2-cyano-4-pyridyl)-5-(tri-fluoromethyl)pyridine-3-carboxamide N1(CCCCCC1)C1=NC=C(C=C1C(=O)NC1=CC(=NC=C1)C#N)C(F)(F)F